(1S,4R,5R)-5-([5-cyclopropyl-3-[2-fluoro-6-(propan-2-yl)phenyl]-1,2-oxazol-4-yl]methoxy)-2-azabicyclo[2.2.1]heptan-3-one C1(CC1)C1=C(C(=NO1)C1=C(C=CC=C1C(C)C)F)CO[C@H]1[C@@H]2C(N[C@H](C1)C2)=O